ClC=1C(=NC(=NC1)C1(CC(=C(C=C1)N(C)CCN(C)C)N)N)C1=CNC2=C(C=CC=C12)F 4-(5-chloro-4-(7-fluoro-1H-indol-3-yl)pyrimidin-2-yl)-N1-(2-(dimethylamino)ethyl)-N1-methylbenzene-1,2,4-triamine